C1(CC1)C1=C(C(=NO1)C1=C(C=CC=C1)C(F)(F)F)CO[C@H]1[C@@H]2CN([C@H](C1)C2)C2=C(C=C(C(=O)O)C=C2)F 4-[(1S,4S,5R)-5-([5-cyclopropyl-3-[2-(trifluoromethyl)phenyl]-1,2-oxazol-4-yl]methoxy)-2-azabicyclo[2.2.1]heptan-2-yl]-3-fluorobenzoic acid